CC=1C=C(C=CC1C)CCCCC(C)O 6-(3,4-Dimethylphenyl)-2-hexanol